FC(OC1=C(C=C2C(=CN(C(C2=C1)=O)C1=C2C=CN(C2=CC=C1)CCO)C(=O)N1CCCCC1)OC)F 7-(difluoromethoxy)-2-(1-(2-hydroxyethyl)-1H-indol-4-yl)-6-methoxy-4-(piperidine-1-carbonyl)isoquinolin-1(2H)-one